C(C=C)[Si](OCCCC(=O)[O-])(CC=C)CC=C 4-triallylsilyloxybutyrate